tert.-amyl hydroperoxide C(C)(C)(CC)OO